C12CC(CC2C1)OC1=C(C=C(C=C1F)NC(=O)C=1N=C(OC1CC)N1CCOCCC1)F N-(4-(cis-bicyclo[3.1.0]hexan-3-yloxy)-3,5-difluorophenyl)-5-ethyl-2-(1,4-oxazepan-4-yl)oxazole-4-carboxamide